4,7-diisobutyl-2,9-dimethyl-deca-5-yne-4,7-diol C(C(C)C)C(CC(C)C)(C#CC(CC(C)C)(O)CC(C)C)O